(R)-3-cyclopropyl-5,8,8-trimethyl-5-(3-(methylsulfonyl)phenyl)-7,8,9,10-tetrahydropyrido[2,3-b][1,6]naphthyridin-6(5H)-one C1(CC1)C1=CC2=C(NC=3CC(NC(C3[C@@]2(C2=CC(=CC=C2)S(=O)(=O)C)C)=O)(C)C)N=C1